4-iso-Butyl-2-[[4-(3-methoxyazetidin-1-yl)benzoyl]amino]thiophene-3-carboxylic acid diethylamine salt C(C)NCC.C(C(C)C)C=1C(=C(SC1)NC(C1=CC=C(C=C1)N1CC(C1)OC)=O)C(=O)O